Hexane-6-carboxamide TFA salt OC(=O)C(F)(F)F.CCCCCCC(=O)N